(S)-(4-(trifluoromethyl)oxazol-5-yl)(4-(7-(trifluoromethyl)pyrazolo[1,5-a]pyridin-2-yl)-6,7-dihydro-1H-imidazo[4,5-c]pyridin-5(4H)-yl)methanone FC(C=1N=COC1C(=O)N1[C@@H](C2=C(CC1)NC=N2)C2=NN1C(C=CC=C1C(F)(F)F)=C2)(F)F